CS(=O)(=O)OC1=CC=CC=2COC(OCC21)C=2N=C(SC2)C2CCN(CC2)C(CN2N=C(C=C2C(F)F)C(F)F)=O 3-[2-(1-{[3,5-bis(difluoromethyl)-1H-pyrazol-1-yl]acetyl}piperidin-4-yl)-1,3-thiazol-4-yl]-1,5-dihydro-2,4-benzodioxepin-6-yl methanesulfonate